(1R,1'R)-1,1'-([2,2'-bithiophene]-5,5'-diyl)bis(ethan-1-ol) S1C(=CC=C1[C@@H](C)O)C=1SC(=CC1)[C@@H](C)O